C(C)(C)(C)OC(=O)N1C(CCCC1)CO 2-(hydroxymethyl)piperidine-1-carboxylic acid tert-butyl ester